C1(CC1)OC(=O)C1=CC=C(O)C=C1 cyclopropylparaben